FC(C1=CC=C(C=C1)C#CC1CCN(CC1)C(=O)OC(C)(C)C)(F)F tert-butyl 4-((4-(trifluoromethyl)phenyl) ethynyl)piperidine-1-carboxylate